[W].[Ti].[Ta].[Cr].[Ni] nickel-chromium tantalum titanium tungsten